4-isooctyl propionate C(CC)(=O)OC(CCC)CC(C)C